OCCOC1(C(=C2C=CC(=CC2=CC1)C1=CC2=CC=CC=C2C=C1)C1=CC=CC2=CC(=CC=C12)C1=CC2=CC=CC=C2C=C1)OCCO 2,2-bis(2-hydroxyethoxy)-6,6'-di-2-naphthyl-1,1'-binaphthyl